(6-bromopyridin-2-yl)-6-(difluoromethyl)-7-methoxyimidazo[1,2-b]pyridazine BrC1=CC=CC(=N1)C=1N=C2N(N=C(C(=C2)OC)C(F)F)C1